N1C=NC=C1CCNC(CCCC(=O)O)=O 5-{[2-(1H-imidazol-5-yl)ethyl]Amino}-5-oxopentanoic acid